C(C)(C)(C)OC(=O)N(CCCCN(C1=NC(=CC2=C1N=C(N2)CC(=O)OCC)Cl)C)C Ethyl {4-[{4-[(tert-butoxycarbonyl)(methyl)amino]butyl}(methyl)amino]-6-chloro-1H-imidazo[4,5-c]pyridin-2-yl}acetate